N-(4-(tert-butyl)phenyl)benzo[b]thiophen-3-amine C(C)(C)(C)C1=CC=C(C=C1)NC=1C2=C(SC1)C=CC=C2